N1-(2-(dimethylamino)ethyl)-5-methoxy-N1-methyl-2-nitro-N4-(6-(3,3,5-trimethyl-2,3-dihydro-1H-pyrrolo[3,2-b]pyridin-1-yl)pyrimidin-4-yl)benzene-1,4-diamine CN(CCN(C1=C(C=C(C(=C1)OC)NC1=NC=NC(=C1)N1CC(C2=NC(=CC=C21)C)(C)C)[N+](=O)[O-])C)C